ClC=1C=C(C=C(C1)Cl)N1CCN(CC1)C(CCC(CCN(C)C)=O)=O 1-[4-(3,5-dichlorophenyl)piperazin-1-yl]-6-(dimethylamino)hexane-1,4-dione